Benzyl N2-((benzyloxy)carbonyl)-N6-(3-phenyl-1H-1,2,4-triazole-1-carbonyl)-L-lysinate C(C1=CC=CC=C1)OC(=O)N[C@@H](CCCCNC(=O)N1N=C(N=C1)C1=CC=CC=C1)C(=O)OCC1=CC=CC=C1